ClC=1C(=C(C(=CC1)F)NC=1N(C2=NC(=NC=C2N1)N[C@H]1[C@@H](CCC1)O)C1CCC(CC1)C(=O)N)F (1S,4s)-4-(8-(3-chloro-2,6-difluorophenylamino)-2-((1R,2R)-2-hydroxycyclopentylamino)-9H-purin-9-yl)cyclohexanecarboxamide